N-methylaminosulfonic acid [2-fluoro-3-[[7-[(3-fluoro-2-pyridinyl) oxy]-4-methyl-2-oxo-chromen-3-yl] methyl] phenyl] ester FC1=C(C=CC=C1CC=1C(OC2=CC(=CC=C2C1C)OC1=NC=CC=C1F)=O)OS(=O)(=O)NC